(R)-N-(3-(5-fluoro-2-((2-(hydroxymethyl)-6-methylpyridin-4-yl)amino)pyrimidin-4-yl)-1H-indol-7-yl)-3-methoxy-2-(4-methylpiperazin-1-yl)propanamide FC=1C(=NC(=NC1)NC1=CC(=NC(=C1)C)CO)C1=CNC2=C(C=CC=C12)NC([C@@H](COC)N1CCN(CC1)C)=O